1-(4-(trifluoromethoxy)benzyl)-1H-indole-5-carboxylic acid methyl ester COC(=O)C=1C=C2C=CN(C2=CC1)CC1=CC=C(C=C1)OC(F)(F)F